2-(11-cyclobutyl-1,9-diazatricyclo[6.3.1.04,12]dodeca-2,4,6,8(12)-tetraen-2-yl)-7-fluoro-1-methyl-benzimidazole-5-carboxylic acid C1(CCC1)C1CNC=2C=CC=C3C=C(N1C32)C3=NC2=C(N3C)C(=CC(=C2)C(=O)O)F